3-(3-((5-methyl-4-((4-tert-butylbenzylidene)amino)-4H-1,2,4-triazol-3-yl)thio)propoxy)-5,7-dimethoxy-2-(3,4,5-trimethoxyphenyl)-4H-chromen-4-one CC=1N(C(=NN1)SCCCOC1=C(OC2=CC(=CC(=C2C1=O)OC)OC)C1=CC(=C(C(=C1)OC)OC)OC)N=CC1=CC=C(C=C1)C(C)(C)C